3-(methylamino)propyl-silane CNCCC[SiH3]